tert-butyl (5-chloro-1-(4,4-difluorobutyl)-1H-pyrazol-4-yl)carbamate ClC1=C(C=NN1CCCC(F)F)NC(OC(C)(C)C)=O